3-(p-tolylmethylene)camphor C1(=CC=C(C=C1)C=C1C(C2(CCC1C2(C)C)C)=O)C